N-5-methylisoxazolyl-3-formyl-S-methyl-L-cysteinyl-glycyl-L-leucyl-methyloxirane CC1=CC(=NO1)N[C@@H](C(SC)C=O)C(=O)NCC(=O)N[C@@H](CC(C)C)C(=O)C1(OC1)C